N-((1-((5-Fluoropyridin-3-yl)methyl)pyrrolidin-3-yl)methyl)-1-(3-(4-Methoxyphenyl)-1,2,4-oxadiazol-5-yl)piperidin-4-carboxamid FC=1C=C(C=NC1)CN1CC(CC1)CNC(=O)C1CCN(CC1)C1=NC(=NO1)C1=CC=C(C=C1)OC